C(C)(C)(C)OC(NC1C[C@H]2CC[C@@H](C1)N2C2=NC=C(C=C2)B2OC(C(O2)(C)C)(C)C)=O ((1R,3S,5S)-8-(5-(4,4,5,5-tetramethyl-1,3,2-dioxaborolan-2-yl)pyridin-2-yl)-8-azabicyclo[3.2.1]Oct-3-yl)carbamic acid tert-butyl ester